(tert-butoxycarbonyl)methanesulfonic acid C(C)(C)(C)OC(=O)CS(=O)(=O)O